N1=CC(=CC=C1)COC1CC(NC1)C(=O)O 4-(3-pyridylmethoxy)-pyrrolidine-2-carboxylic acid